C(C)OC(=O)C=1N(C2=CC(=C(C=C2C1C=O)F)COC)C 5-fluoro-3-formyl-6-(methoxymethyl)-1-methyl-1H-indole-2-carboxylic acid ethyl ester